CC1=C(N=NN1C1=CC=CC=C1)C=O 5-methyl-1-phenyl-1H-1,2,3-triazole-4-carbaldehyde